3,5-dichloro-N-(4-(pyridin-2-yl)benzyl)pyrazolo[1,5-a]pyrimidin-7-amine ClC=1C=NN2C1N=C(C=C2NCC2=CC=C(C=C2)C2=NC=CC=C2)Cl